CC1=C(C=C(C=C1)C)B(O)O 2,5-dimethyl-phenyl-boronic acid